Undecandiamin C(CCCCCCCCCC)(N)N